CC1=C(C(=O)OCC2=C(C=C(C=C2)C2=C(C=CC=C2)C)N2C[C@H](CC2)OC2=NC=CC=C2Cl)C=CC(=C1)S(=O)(=O)F (S)-(3-(3-(3-chloropyridin-2-yloxy)pyrrolidin-1-yl)-2'-methylbiphenyl-4-yl)methanol methyl-4-(fluorosulfonyl)benzoate